Ethyl 2-((1,1-dioxotetrahydro-2H-thiopyran-4-yl)oxy)acetate O=S1(CCC(CC1)OCC(=O)OCC)=O